2-(N-(3-chloro-4-(trifluoromethoxy)phenyl)-3-(triisopropylsilyl)propiolamido)cyclopentane-1-carboxamide ClC=1C=C(C=CC1OC(F)(F)F)N(C(C#C[Si](C(C)C)(C(C)C)C(C)C)=O)C1C(CCC1)C(=O)N